3-(8-methoxy-4,4-dimethyl-1-oxo-2,3-dihydroisoquinolin-6-yl)-6-[1-(2-methoxyethyl)pyrazol-4-yl]-2-methylindazole-4-carbonitrile COC=1C=C(C=C2C(CNC(C12)=O)(C)C)C=1N(N=C2C=C(C=C(C12)C#N)C=1C=NN(C1)CCOC)C